C(C)(C)(C)OC(C(=O)[O-])(C(=O)C(CC)CC)OC(C)(C)C.[Ti+4].C(C)(=O)NC1CC2=CC=C(C=C2C1)C1=C(N(C=2N=CN=C(C21)N)C)C2=CC=C(C=C2)NC(C(=C)C)=O.C(C)(C)(C)OC(C(=O)[O-])(C(=O)C(CC)CC)OC(C)(C)C.C(C)(C)(C)OC(C(=O)[O-])(C(=O)C(CC)CC)OC(C)(C)C.C(C)(C)(C)OC(C(=O)[O-])(C(=O)C(CC)CC)OC(C)(C)C N-(4-(5-(2-acetamido-2,3-dihydro-1H-inden-5-yl)-4-amino-7-methyl-7H-pyrrolo[2,3-d]pyrimidin-6-yl)phenyl)methacrylamide titanium di-t-butoxybis-ethylacetoacetate